FC(CNC(=O)N1CCCC1)(F)F N-(2,2,2-trifluoroethyl)-pyrrolidine-1-carboxamide